C(CC)[Bi]1N[Bi](N1)CCC 2,4-dipropyl-1,3,2,4-diazadibismetane